O=C1CCSC12CN(C2)C(=O)OC(C)(C)C Tert-butyl 8-oxo-5-thia-2-azaspiro[3.4]octane-2-carboxylate